Z-3-methylpent-2-en-1-ol C/C(=C/CO)/CC